(R)-N-(5-(4-fluorophenoxy)pyridin-2-yl)-2-(4-(6-oxo-1,6-dihydropyridine-3-carbonyl)piperazin-1-yl)propanamide FC1=CC=C(OC=2C=CC(=NC2)NC([C@@H](C)N2CCN(CC2)C(=O)C2=CNC(C=C2)=O)=O)C=C1